(5R,8S)-N-(4-acrylamido-3-chlorophenyl)-1-fluoro-6,7,8,9-tetrahydro-5H-5,8-epiminocyclohepta[c]pyridine-10-carboxamide C(C=C)(=O)NC1=C(C=C(C=C1)NC(=O)N1[C@@H]2CC[C@H]1CC=1C(=NC=CC12)F)Cl